O[C@@H](COC=1C=CC2=C(N=C(O2)C2=C3C=C(N=CC3=C(N=C2)NC)NC(=O)C2CC2)C1)C (R)-N-(5-(5-(2-hydroxypropoxy)benzo[d]oxazol-2-yl)-8-(methylamino)-2,7-naphthyridin-3-yl)cyclopropanecarboxamide